[OH-].C(CCCCCCCCCCCCCCC)[NH3+] N-hexadecylammonium hydroxide salt